2-(3-(2-(2-Aminoethoxy)ethoxy)propanamido)-N-(5-methyl-1,3,4-thiadiazol-2-yl)benzamide NCCOCCOCCC(=O)NC1=C(C(=O)NC=2SC(=NN2)C)C=CC=C1